C(#N)C=1C(=C(C=CC1)CN(CCNC(OC(C)(C)C)=O)CC)F tert-butyl N-[2-[(3-cyano-2-fluoro-phenyl)methyl-ethyl-amino]ethyl]carbamate